6-phenyl-4-morpholinyl-2-amino-1,3,5-triazine C1(=CC=CC=C1)C1=NC(=NC(=N1)N)N1CCOCC1